BrC1=CC2=C(N=C(N=C2)SC)N2C1=NN=C2C 6-bromo-9-methyl-2-(methylthio)-[1,2,4]triazolo[4',3':1,6]pyrido[2,3-d]pyrimidine